NC1=C(OC2CC3(CN(C3)C(=O)OC(C)(C)C)C2)C=CC(=C1)C(F)F tert-butyl 6-(2-amino-4-(difluoromethyl)phenoxy)-2-azaspiro[3.3]heptane-2-carboxylate